(4aR,8aS)-6-(6-(benzyloxy)-2-azaspiro[3.3]heptane-2-carbonyl)hexahydro-2H-pyrido[4,3-b][1,4]oxazin-3(4H)-one C(C1=CC=CC=C1)OC1CC2(CN(C2)C(=O)N2C[C@@H]3[C@@H](OCC(N3)=O)CC2)C1